7-(4-Cyclopropyl-6-methoxypyrimidin-5-yl)-4,4-dimethyl-1-(3-fluoro-4-(1-methyl-4-(Trifluoromethyl)-1H-imidazol-2-yl)benzyl)-1,4-dihydro-2H-pyrimido[4,5-d][1,3]oxazin-2-one C1(CC1)C1=NC=NC(=C1C=1N=CC2=C(N(C(OC2(C)C)=O)CC2=CC(=C(C=C2)C=2N(C=C(N2)C(F)(F)F)C)F)N1)OC